FC(C=1C=C(C=NC1)OC(=O)N1CCC2(CN(C2)C(=O)OC(C)(C)C)CC1)(F)F 2,7-diazaspiro[3.5]nonane-2,7-dicarboxylic acid 2-(tert-butyl) ester 7-(5-(trifluoromethyl) pyridin-3-yl) ester